(2S,4R)-4-hydroxy-N-[(1S)-1-[4-(4-methyl-thiazol-5-yl)phenyl]ethyl]pyrrolidine-2-carboxamide hydrochloride Cl.O[C@@H]1C[C@H](NC1)C(=O)N[C@@H](C)C1=CC=C(C=C1)C1=C(N=CS1)C